C(C1=CC=CC=C1)N1N=CC(=C1)C=1C(=CC(N(C1)C)=O)C 5-(1-benzyl-1H-pyrazol-4-yl)-1,4-dimethylpyridin-2(1H)-one